(2-amino-[1,2,4]triazolo[1,5-a]pyridin-7-yl)-N-(4-(4-chlorophenyl)-4-hydroxybut-2-yl)-3,4-difluoro-2-methylbenzamide NC1=NN2C(C=C(C=C2)C=2C(=C(C(=C(C(=O)NC(C)CC(O)C3=CC=C(C=C3)Cl)C2)C)F)F)=N1